5-ethynyl-N2-(2-methoxy-4-(4-(4-methylpiperazin-1-yl)piperidin-1-yl)phenyl)-N4-(1-(methylsulfonyl)indolin-7-yl)pyrimidine-2,4-diamine C(#C)C=1C(=NC(=NC1)NC1=C(C=C(C=C1)N1CCC(CC1)N1CCN(CC1)C)OC)NC=1C=CC=C2CCN(C12)S(=O)(=O)C